tert-butyl 3-[[3-(5-piperazin-1-ylpyrazolo[1,5-a]pyrimidin-3-yl)-2-pyridyl]amino]azetidine-1-carboxylate N1(CCNCC1)C1=NC=2N(C=C1)N=CC2C=2C(=NC=CC2)NC2CN(C2)C(=O)OC(C)(C)C